SCCSC(SCCS)C(CCSCCS)SCCS 4,5-bis(mercaptoethylthio)-1,10-dimercapto-3,8-dithiadecane